3-[3-(fluoromethyl)azetidine-1-carbonyl]-2-(3-methylpyrazin-2-yl)-4H-pyrazolo[1,5-a]pyrimidin-7-one FCC1CN(C1)C(=O)C=1C(=NN2C1NC=CC2=O)C2=NC=CN=C2C